FC=1C=C(C=CC1NC1=NC=C2C=CC(=NC2=C1)[C@@H](C1CCN(CC1)CCO)O)C1=CC(=CC=C1)C#N |r| (R)- and (S)-3'-fluoro-4'-[(2-[hydroxy[1-(2-hydroxyethyl)piperidin-4-yl]methyl]-1,6-naphthyridin-7-yl)amino]-[1,1'-biphenyl]-3-carbonitrile